C1(NCC2=CC=CC=C12)=O ISOINDOLINE-1-ONE